FC1=C(C=C(C=C1)F)C(F)(F)F 2-fluoro-5-fluoro-benzotrifluoride